tert-butyl 2-{1-[(2R)-2-hydroxypropyl]indazol-5-yl}-6-methyl-3-oxo-1-({[2-(pyrimidin-2-yl)phenyl]methyl}carbamoyl)-5H,6H,8H-imidazo[1,5-a]pyrazine-7-carboxylate O[C@@H](CN1N=CC2=CC(=CC=C12)N1C(N2C(CN(C(C2)C)C(=O)OC(C)(C)C)=C1C(NCC1=C(C=CC=C1)C1=NC=CC=N1)=O)=O)C